cis-methyl 1-isobutyryl-4-(phenylsulfonyl)-6-(trifluoromethyl)piperazine-2-carboxylate C(C(C)C)(=O)N1[C@H](CN(C[C@H]1C(F)(F)F)S(=O)(=O)C1=CC=CC=C1)C(=O)OC